(S)-2-((6-allyl-8-fluoro-1-methyl-2-oxo-1,2,3,4,5,6-hexahydrobenzo[B][1,4]diazocine-3-yl)amino)-6-methyl-4-(trifluoromethyl)nicotinonitrile C(C=C)N1C2=C(N(C([C@H](CC1)NC1=C(C#N)C(=CC(=N1)C)C(F)(F)F)=O)C)C=CC(=C2)F